4-(4-((4-(4-((2-((1S)-1-((tetrahydro-2H-pyran-2-yl)oxy)ethyl)-1H-imidazol-1-yl)methyl)-4,5-dihydrooxazol-2-yl)phenyl)ethynyl)benzyl)morpholine O1C(CCCC1)O[C@@H](C)C=1N(C=CN1)CC1N=C(OC1)C1=CC=C(C=C1)C#CC1=CC=C(CN2CCOCC2)C=C1